5,6-dihydro-6-pentyl-2H-pyran-2-one C(CCCC)C1CC=CC(O1)=O